COC(=O)CCCC(C(=O)C1=CC=C(C=C1)OC)OC1=C(C=CC=C1)I 4-(2-iodophenoxy)-5-(4-methoxyphenyl)-5-oxopentanecarboxylic acid methyl ester